2-(4-cyclopropyl-2,6-difluorophenyl)-6-ethoxy-3-methyl-2,5-dihydro-4H-pyrazolo[3,4-d]pyrimidin-4-one C1(CC1)C1=CC(=C(C(=C1)F)N1N=C2N=C(NC(C2=C1C)=O)OCC)F